C1N(C(CC12CCCC2)C(=O)O)C(=O)O 2-azaspiro[4.4]nonane-2,3-dicarboxylic acid